(4R)-1-(1-(3-amino-4-hydroxyphenyl)-2-methoxyethyl)-4-methylimidazolidin-2-one NC=1C=C(C=CC1O)C(COC)N1C(N[C@@H](C1)C)=O